C(C)(=O)OCCC(C)C 3-Methyl-1-butyl acetate